4-(4-aminophenoxy)-3-methylphenylbenzenamine NC1=CC=C(OC2=C(C=C(C=C2)C2=C(C=CC=C2)N)C)C=C1